ClCC1=NSC(=N1)NC(=O)C1=C(OC(=C1)C1=CC(=CC=C1)C(F)(F)F)C N-(3-(chloromethyl)-1,2,4-thiadiazol-5-yl)-2-methyl-5-(3-(trifluoromethyl)phenyl)furan-3-carboxamide